[Si](C)(C)(C(C)(C)C)OCC1=CC=C(C=C1)C=1C=CC(=NC1)N 5-(4-(((tert-butyldimethylsilyl)oxy)methyl)phenyl)pyridin-2-amine